N1CC(C1)N1C=CC=2C1=NC(=CC2CN2CCCC2)C=2C=C1CN(C(C1=CC2)=O)C2C(NC(CC2)=O)=O 3-(5-(1-(azetidin-3-yl)-4-(pyrrolidin-1-ylmethyl)-1H-pyrrolo[2,3-b]pyridin-6-yl)-1-oxoisoindolin-2-yl)piperidine-2,6-dione